N1(CCCCC1)C1CCN(CC1)CC1=CC=C(C=C1)NC(C1=CC(=C(C=C1)NC1=CC=C(C=C1)Cl)C)=O N-(4-([1,4'-bipiperidin]-1'-ylmethyl)phenyl)-4-((4-chlorophenyl)amino)-3-methylbenzamide